palladium bis(tri-t-butylphosphorus) C(C)(C)(C)P(C(C)(C)C)C(C)(C)C.C(C)(C)(C)P(C(C)(C)C)C(C)(C)C.[Pd]